4-[(4-chloro-5-fluoro-6-[(5-methyl-1H-pyrazol-3-yl)amino]pyrimidin-2-yl)amino]butan-1-ol ClC1=NC(=NC(=C1F)NC1=NNC(=C1)C)NCCCCO